ClC1=CC=C(C=C1)C1(CN(CC1)C(=O)OCC1=CC=CC=C1)NCC(C1=CC=C(C=C1)OC(F)(F)F)=O benzyl 3-(4-chlorophenyl)-3-[[2-oxo-2-[4-(trifluoromethoxy)phenyl]ethyl]amino]pyrrolidine-1-carboxylate